(+/-)-tert-butyl ((trans)-4-ethoxypiperidin-3-yl)carbamate C(C)O[C@H]1[C@@H](CNCC1)NC(OC(C)(C)C)=O |r|